(R)-4-(6-cyano-1-methyl-2-oxo-1,2-dihydro-1,5-naphthyridin-4-yl)-3-methylpiperazine-1-carboxylic acid tert-butyl ester C(C)(C)(C)OC(=O)N1C[C@H](N(CC1)C1=CC(N(C2=CC=C(N=C12)C#N)C)=O)C